NC1=C(C2=C(CN(CC2C)C(=O)OC(C)(C)C)S1)C(=O)OCC 6-tert-Butyl 3-ethyl 2-amino-4-methyl-4,5-dihydrothieno[2,3-c]pyridine-3,6(7H)-dicarboxylate